C(=O)(O)C1=NC=C(N=C1)C(=O)O 2,5-dicarboxylpyrazine